ClC1=CC=C(C=C1)N1C(=NC=2NC(N(C(C12)=O)CC(=O)O)=O)C1=C(C=C(C=C1)F)F [7-(4-chlorophenyl)-8-(2,4-difluorophenyl)-2,6-dioxo-3H-purin-1-yl]Acetic acid